glycine benzyl ester-HCl Cl.C(C1=CC=CC=C1)OC(CN)=O